2-amino-1-(morpholin-4-yl)ethan-1-one NCC(=O)N1CCOCC1